C(CC)NC(C(=C)C)=O N-propyl-methacrylamide